BrC1=CC=C(C=C1)N1CCN(CC1)CCO[Si](C)(C)C(C)(C)C 1-(4-bromophenyl)-4-(2-((tert-butyldimethylsilyl)oxy)ethyl)piperazine